N1CC(C1)N1C2=CC=C(C=C2OC=2C=C(C=CC12)Br)Br 10-(azetidin-3-yl)-3,7-dibromo-10H-phenoxazine